1-(5-(2-fluorophenyl)-1-((5-(3-methoxypropoxy)pyridin-3-yl)sulfonyl)-1H-pyrrol-3-yl)-N-methylmethanamine FC1=C(C=CC=C1)C1=CC(=CN1S(=O)(=O)C=1C=NC=C(C1)OCCCOC)CNC